C[Si](C)(C)CC(CN1C=NC=N1)(C2=CC=C(C=C2)F)O The molecule is a member of the class of triazoles that is 2-(4-fluorophenyl)-1-(1,2,4-triazol-1-yl)-3-(trimethylsilyl)propane carrying an additional hydroxy substituent at position 2. It is a member of triazoles, a member of monofluorobenzenes, an organosilicon compound and a tertiary alcohol.